N-({5-chloro-6-[(3,3-difluorocyclobutyl)methoxy]-2-indolyl}methyl)1-methylcyclopropanecarboxamide ClC=1C=C2C=C(NC2=CC1OCC1CC(C1)(F)F)CNC(=O)C1(CC1)C